3-methyl-5-propyl-2-{[4-(4-propylphenyl)phenyl]ethynyl}thieno[3,2-b]thiophene CC=1C2=C(SC1C#CC1=CC=C(C=C1)C1=CC=C(C=C1)CCC)C=C(S2)CCC